CN(C(C)=O)CCCCCCCC N-methyl-N-octylacetamide